4-{[3-bromo-4-[(2,4-difluorobenzyl)oxy]-6-methyl-2-oxopyridin-1(2H)-yl]-methyl}benzamide BrC=1C(N(C(=CC1OCC1=C(C=C(C=C1)F)F)C)CC1=CC=C(C(=O)N)C=C1)=O